5-((2S)-2-((1-(2-(bis(4-methoxybenzyl)amino)-5-fluoropyridin-3-yl)ethyl)amino)propoxy)-7-chloro-8-fluoro-2-(methylthio)pyrido[4,3-d]pyrimidin-4-ol COC1=CC=C(CN(C2=NC=C(C=C2C(C)N[C@H](COC2=NC(=C(C=3N=C(N=C(C32)O)SC)F)Cl)C)F)CC3=CC=C(C=C3)OC)C=C1